tert-butyl (2R,5S)-4-((7-methoxy-4-(1-methyl-3-phenyl-1H-pyrazol-4-yl)quinazolin-6-yl)carbamoyl)-2,5-dimethylpiperazine-1-carboxylate COC1=C(C=C2C(=NC=NC2=C1)C=1C(=NN(C1)C)C1=CC=CC=C1)NC(=O)N1C[C@H](N(C[C@@H]1C)C(=O)OC(C)(C)C)C